N[C@@H]1CN(C[C@@H](C1)C)C1=NC=C(C(=N1)NC1=CC2=C(N(C(N2)=O)C)C(=C1)OCCCl)Cl 5-((2-((3S,5R)-3-Amino-5-methylpiperidin-1-yl)-5-chloropyrimidin-4-yl)amino)-7-(2-chloroethoxy)-1-methyl-1,3-dihydro-2H-benzo[d]imidazol-2-one